FC(=C(C(F)(F)F)F)F perfluoropropylene